9-methyl-6,6-di(methyl-13C)-3-pentyl-6H-benzo[c]chromen-1-ol CC1=CC2=C(C(OC=3C=C(C=C(C23)O)CCCCC)([13CH3])[13CH3])C=C1